6-Bromo-3-iodo-1H-indazole-4-carbonitrile BrC=1C=C(C=2C(=NNC2C1)I)C#N